Cl.[C@H]1(CCC2=CC=CC=C12)N(C(C(=O)NC=1C2=C(C=NC1)C=NN2)=O)CC2=NC=C(C=C2)C(F)(F)F (R)-N1-(2,3-dihydro-1H-inden-1-yl)-N2-(1H-pyrazolo[4,3-c]pyridin-7-yl)-N1-((5-(trifluoromethyl)pyridin-2-yl)methyl)oxalamide Hydrogen chloride